ETHYL CAFFEATE C(\C=C\C1=CC(O)=C(O)C=C1)(=O)OCC